C(C)(C)(C)OC(=O)O[C@@H]1[C@H]([C@H](N(C1)C(=O)OC(C)(C)C)CC1=CC=C(C=C1)OC)OC(CCC1CC1)=O tert-butyl (2R,3S,4S)-4-[(tert-butoxycarbonyl)oxy]-3-[(3-cyclopropylpropanoyl)oxy]-2-[(4-methoxyphenyl)methyl]pyrrolidine-1-carboxylate